OCCOCCOCCOC=1C=C(C=CC1)CC(=O)NC=1SC(=C(N1)C=1C=C2CCN(C2=CC1)C(C1=C(C=CC=C1)C)=O)C 2-(3-(2-(2-(2-hydroxyethoxy)ethoxy)ethoxy)phenyl)-N-(5-methyl-4-(1-(2-methylbenzoyl)indolin-5-yl)thiazol-2-yl)acetamide